calcium-potassium salt [K].[Ca]